2',5-dichloro-N-(5-chloro-6-(oxazol-2-yl)pyridin-3-yl)-2,4'-difluoro-[1,1'-biphenyl]-4-carboxamide ClC1=C(C=CC(=C1)F)C1=C(C=C(C(=C1)Cl)C(=O)NC=1C=NC(=C(C1)Cl)C=1OC=CN1)F